FC1=CC=CC2=C1[C@H](OCCC2)CNC (S)-1-(9-fluoro-1,3,4,5-tetrahydrobenzo[c]oxepin-1-yl)-N-methylmethaneamine